(2S,3R,4S,5S,6S)-2-(4-(hydroxymethyl)-2-nitrophenoxy)-6-(methoxycarbonyl)tetrahydro-2H-Pyran-3,4,5-triacetic acid OCC1=CC(=C(O[C@@H]2O[C@@H]([C@H]([C@@H]([C@H]2CC(=O)O)CC(=O)O)CC(=O)O)C(=O)OC)C=C1)[N+](=O)[O-]